1-(7-bromo-1-methyl-indazol-3-yl)-3-[(4-methoxyphenyl)methyl]hexahydropyrimidine-2,4-dione BrC=1C=CC=C2C(=NN(C12)C)N1C(N(C(CC1)=O)CC1=CC=C(C=C1)OC)=O